CN1C(CCC2=CC(=CC=C12)OCC(C)N1CCC2(CC1)C(NC1=CC=C(C=C12)C#N)=O)=O 1'-{1-[(1-methyl-2-oxo-1,2,3,4-tetrahydroquinolin-6-yl)oxy]propan-2-yl}-2-oxo-1,2-dihydrospiro[indole-3,4'-piperidine]-5-carbonitrile